CN(S(=O)(=O)C1=CC=C(C=C1)C(/C=C/C1=CC=C(C(=O)O)C=C1)=O)C 4-[(E)-3-[4-(Dimethylsulfamoyl)phenyl]-3-oxoprop-1-enyl]benzoic acid